C1(CCC1)CN[C@H]1CN(CCC1)C=1C=NC(=CC1)C1(COC1)N1N=NC(=C1)C1=NC(=CN=C1)N1CCCC1 (R)-N-(cyclobutylmethyl)-1-(6-(3-(4-(6-(pyrrolidin-1-yl)pyrazin-2-yl)-1H-1,2,3-triazol-1-yl)oxetan-3-yl)pyridin-3-yl)piperidin-3-amine